C(=CCC)C1=C(C=CC=C1)S(=O)(=O)O (butenyl)benzenesulfonic acid